[Na].S(=O)(=O)(O)C1=C(C=CC(=C1)S(=O)(=O)O)C1=NN(NN1)C1=C(C=C(C=C1)[N+](=O)[O-])OC 5-(2,4-disulfophenyl)-3-(2-methoxy-4-nitrophenyl)-2H-tetrazole sodium